CC=1C=C(C=CC1O)C1C=CC(C=C1)C1=CC=C(C=C1)O 1-(3-methyl-4-hydroxyphenyl)-4-(4-hydroxyphenyl)-2,5-cyclohexadiene